C(CCCCCCCCCCCCCCCCCC)[Si](OC)(OC)OC n-nonadecyltrimethoxysilane